N-[5-(Dimethylsulfamoyl)-2-methylthiophen-3-yl]-2-(4-fluorobenzenesulfonamido)acetamide CN(S(=O)(=O)C1=CC(=C(S1)C)NC(CNS(=O)(=O)C1=CC=C(C=C1)F)=O)C